COC=1C=C(C=CC1OC1CC(C1)N(C)C)NC1=NC=CC(=N1)NC=1C=C2C=CN=C(C2=CC1)O 6-(2-{3-methoxy-4-[(1s,3s)-3-(dimethylamino)cyclobutoxy]phenylamino}-4-pyrimidinylamino)-1-isoquinolinol